FC=1C(=C(C=CC1F)[C@H]1[C@@H](S[C@](C1)(C(F)(F)F)C)C(=O)NC1=CC(=CC=C1)SCC)OC (2R,3S,5R)-3-(3,4-difluoro-2-methoxyphenyl)-N-(3-(ethylsulfanyl)phenyl)-5-methyl-5-(trifluoromethyl)tetrahydrothiophene-2-carboxamide